CC=1C(=NC=C(C1)C#CC1=C(C=CC=C1)N(C=O)CC1=CC2=CC=CC=C2C=C1)C(=O)O 3-methyl-5-[2-(2-{N-[(naphthalen-2-yl)methyl]formamido}phenyl)-ethynyl]pyridine-2-carboxylic acid